ClC1=CC(=C(C=C1)C1=NC(=CC2=C1N=C(N(C2=O)C)C)N2C[C@@H](CCC2)C=2C=NN(C2)C)F 8-(4-chloro-2-fluoro-phenyl)-2,3-dimethyl-6-[(3S)-3-(1-methylpyrazol-4-yl)-1-piperidyl]pyrido[3,4-d]pyrimidin-4-one